7-fluoro-1,2,3,4-tetrahydronaphthalen-1-one FC1=CC=C2CCCC(C2=C1)=O